NC=1C=2N(C3=CC(=CC=C3N1)C1(N(CCCC1)C=O)C=1C=C3C(=NC1)N(N=C3)C)C=NC2 (4-aminoimidazo[1,5-a]quinoxalin-8-yl)2-(1-methylpyrazolo[3,4-b]pyridin-5-yl)piperidine-1-methanone